C(C1=CC=CC=C1)[C@@H]1[C@H]([C@@H](OC([C@H](COC1=O)NC(=O)C1=NC=CC(=C1OCOC(C(C)C)=O)OC)=O)C)OC(C(C)C)=O (3S,6S,7R,8R)-8-benzyl-3-{3-[(isobutyryloxy)methoxy]-4-methoxypyridine-2-carboxamido}-6-methyl-4,9-dioxo-1,5-dioxonan-7-yl-isobutyrate